5-methyl-1-phenyl-2[1H]-pyridinone CC=1C=CC(N(C1)C1=CC=CC=C1)=O